2-(2-((5-(1-aminoisoquinolin-5-yl)-7-(furan-3-yl)-1-(tetrahydro-2H-pyran-2-yl)-1H-indazol-3-yl)methoxy)phenyl)acetic acid NC1=NC=CC2=C(C=CC=C12)C=1C=C2C(=NN(C2=C(C1)C1=COC=C1)C1OCCCC1)COC1=C(C=CC=C1)CC(=O)O